(E)-3-[4-(4-Hydroxybutoxy)phenyl]-1-phenylprop-2-en-1-one OCCCCOC1=CC=C(C=C1)/C=C/C(=O)C1=CC=CC=C1